2-[[2-[(1R)-1-[5-(2,4-dioxo-1H-pyrimidin-5-yl)-1-methyl-pyrazolo[3,4-c]pyridazin-3-yl]oxy-2,2-difluoro-ethyl]-4-pyridyl]oxy]acetonitrile O=C1NC=C(C(N1)=O)C=1C=C2C(=NN1)N(N=C2O[C@@H](C(F)F)C2=NC=CC(=C2)OCC#N)C